C(C)OC(=O)C=1CCC(=NC1C(F)(F)F)O 2-hydroxy-6-(trifluoromethyl)-3,4-dihydropyridine-5-carboxylic acid ethyl ester